NC1=NC(N(C=C1Br)[C@@H]1O[C@]([C@H]([C@H]1O)OCC1=CC=CC=C1)(C)COCC1=CC=CC=C1)=O 4-amino-1-((2R,3R,4S,5R)-4-(benzyloxy)-5-((benzyloxy)methyl)-3-hydroxy-5-methyltetrahydrofuran-2-yl)-5-bromopyrimidin-2(1H)-one